O1C2=C(OCC1)C=C(C=C2)C=2C(=C(COC=1C=C(C(=C3CCCC13)CN1[C@@H](C[C@H](C1)O)C(=O)O)OC)C=CC2)C (2S,4R)-1-((7-((3-(2,3-dihydrobenzo[b][1,4]dioxin-6-yl)-2-methylbenzyl)oxy)-5-methoxy-2,3-dihydro-1H-inden-4-yl)methyl)-4-hydroxypyrrolidine-2-carboxylic acid